ClC=1C(=C(C(=CC1N1CC2(C(CC2)(OC)CN(C)C)CC1)F)S(=O)(=O)N(C1=NC(=CC=C1)F)CC1=C(C=C(C=C1)OC)OC)F 3-chloro-N-[(2,4-dimethoxyphenyl)methyl]-4-[3-[(dimethylamino)methyl]-3-methoxy-6-azaspiro[3.4]octan-6-yl]-2,6-difluoro-N-(6-fluoro-2-pyridyl)benzenesulfonamide